NC1=C(C=C(C2=CC=CC=C12)S(=O)(=O)O)N=NC=1C=NC(=CC1)C1=CC(=CC=C1)OC 4-amino-3-[6-(3-methoxyphenyl)pyridin-3-ylazo]naphthalene-1-sulfonic acid